CN1[C@@H](CCC1)CN (S)-1-methyl-2-aminomethylpyrrolidine